NC1=CC(=CC(=C1)O)O 1-amino-3,5-dihydroxybenzene